(R)-8-(2,4-Dichlorophenyl)-9-(3-((1-(3-fluoropropyl)pyrrolidin-3-yl)amino)phenyl)-6,7-dihydro-5H-benzo[7]annulene-3-carboxylic acid hydrochloride Cl.ClC1=C(C=CC(=C1)Cl)C=1CCCC2=C(C1C1=CC(=CC=C1)N[C@H]1CN(CC1)CCCF)C=CC(=C2)C(=O)O